ClC1=CNC2=C(C=CC(=C12)Cl)NS(=O)(=O)C1=CC=C(C=C1)S(=O)(=O)NC1CCC2=CC=CC=C12 N1-(3,4-dichloro-1H-indol-7-yl)-N4-(2,3-dihydro-1H-inden-1-yl)benzene-1,4-disulfonamide